(5'S,7a'R)-1-(2-fluoro-5-methoxybenzene-1-carbonyl)-5'-phenyl-tetrahydro-3'H-spiro[piperidine-4,2'-pyrrolo[2,1-b][1,3]oxazol]-3'-one FC1=C(C=C(C=C1)OC)C(=O)N1CCC2(C(N3[C@H](O2)CC[C@H]3C3=CC=CC=C3)=O)CC1